(2,6-dimethoxypyrimidin-4-yl)-4-((4-(3-methoxyphenyl)thiazol-2-yl)amino)benzamide COC1=NC(=CC(=N1)C1=C(C(=O)N)C=CC(=C1)NC=1SC=C(N1)C1=CC(=CC=C1)OC)OC